3-[(4-chlorophenyl)methyl]-6-[(3,5-difluorophenyl)methyl]-7,8-dihydro-5H-pyrido[3,4-d]pyridazin-4-one ClC1=CC=C(C=C1)CN1N=CC2=C(C1=O)CN(CC2)CC2=CC(=CC(=C2)F)F